C(C)(=S)C=CC1=CC=CC=C1 thio-acetyl-styrene